ClCC(=O)NC1(CN(CC1)C(=O)OCC1=CC=CC=C1)C1=CC(=C(C=C1)F)F benzyl 3-(2-chloroacetamido)-3-(3,4-difluorophenyl)pyrrolidine-1-carboxylate